5-Amino-1-(4-(4-methoxyphenylethoxy)phenethyl)-6-(trifluoromethyl)-1H-benzo[d]imidazole hydrochloride Cl.NC1=CC2=C(N(C=N2)CCC2=CC=C(C=C2)OCCC2=CC=C(C=C2)OC)C=C1C(F)(F)F